bis(4-(tert-butyl)phenyl)-bromobenzazepine C(C)(C)(C)C1=CC=C(C=C1)C=1C(=C(NC2=C(C1)C=CC=C2)Br)C2=CC=C(C=C2)C(C)(C)C